diphenyl-din-butoxysilane methyl-(S)-2-((tert-butoxycarbonyl)amino)-3-hydroxy-3-methylbutanoate COC([C@H](C(C)(C)O)NC(=O)OC(C)(C)C)=O.C1(=CC=CC=C1)[Si](OCCCC)(OCCCC)C1=CC=CC=C1